[Br-].C(CCCCCC)(=O)C1=CC=C(OC2=CC=C(C(N3CN(C=C3)CCCC)(C)C)C=C2)C=C1 1-(4-p-heptanoylphenoxy-dimethylbenzyl)-3-butylimidazole bromide